4-(2-Aminopyridin-4-ylamino)-N-(3-(pyridin-4-ylamino)phenyl)benzamide methyl-2-(3,4-dichlorophenyl)-1-ethyl-6-methyl-4-oxo-5-vinyl-pyridine-3-carboxylate COC(=O)C1=C(N(C(=C(C1=O)C=C)C)CC)C1=CC(=C(C=C1)Cl)Cl.NC1=NC=CC(=C1)NC1=CC=C(C(=O)NC2=CC(=CC=C2)NC2=CC=NC=C2)C=C1